tert-butyl (R)-(1-((1-ethyl-1H-pyrazol-3-yl)methoxy)propan-2-yl)(methyl)carbamate C(C)N1N=C(C=C1)COC[C@@H](C)N(C(OC(C)(C)C)=O)C